3-(3-((4-fluorobenzyl)oxy)-4-((3,3,3-trifluoropropyl)sulfonamido)phenyl)-5-((5-methylpyrazin-2-yl)amino)-1H-pyrazole-4-carboxamide FC1=CC=C(COC=2C=C(C=CC2NS(=O)(=O)CCC(F)(F)F)C2=NNC(=C2C(=O)N)NC2=NC=C(N=C2)C)C=C1